C(C)(C)C1=C(C=CC=C1)C1=NC=C(C(=N1)NCC1CCN(CC1)C1=NC=CC=C1)OC 2-(2-Isopropylphenyl)-5-methoxy-N-((1-(pyridin-2-yl)piperidin-4-yl)methyl)pyrimidin-4-amine